FC1=CC=C(C=C1)C=1C=C2C=CN=NC2=CC1 6-(4-fluorophenyl)-cinnoline